Methyl (S)-2-((S)-2-((S)-2-((E)-3-(4-chloro-2-fluorophenyl)acrylamido)-3-methylbutanamido)-4-methylpentanamido)-3-((S)-2-oxopyrrolidin-3-yl)propanoate ClC1=CC(=C(C=C1)/C=C/C(=O)N[C@H](C(=O)N[C@H](C(=O)N[C@H](C(=O)OC)C[C@H]1C(NCC1)=O)CC(C)C)C(C)C)F